3-(6-(hydroxymethyl)-1-oxoisoindolin-2-yl)piperidine OCC1=CC=C2CN(C(C2=C1)=O)C1CNCCC1